N-((3S,4S)-3-((6-(2-chloro-6-cyclopropyl-3,5-dimethoxyphenyl)pyrido[3,4-d]pyrimidin-2-yl)amino)tetrahydro-2H-pyran-4-yl)acrylamide ClC1=C(C(=C(C=C1OC)OC)C1CC1)C1=CC2=C(N=C(N=C2)N[C@@H]2COCC[C@@H]2NC(C=C)=O)C=N1